CC1=C(N(C2=NC(=CC=C21)OC([2H])([2H])[2H])CC2CC2)C(=O)OC(CNC2=CC=C(C=C2)C)C2=C(C=CC=C2)Cl 1-(2-chlorophenyl)-2-(p-tolylamino)ethanol methyl-1-(cyclopropylmethyl)-6-(2H3)methoxy-1H-pyrrolo[2,3-b]pyridine-2-carboxylate